tert-butyl (1r,3r)-3-(hydroxymethyl)-3-nitrocyclobutane-1-carboxylate OCC1(CC(C1)C(=O)OC(C)(C)C)[N+](=O)[O-]